(R)-tert-butyl 4-(5-cyanopyridin-2-yl)-2-methylpiperazine-1-carboxylate C(#N)C=1C=CC(=NC1)N1C[C@H](N(CC1)C(=O)OC(C)(C)C)C